5-(6-(3,5-dimethyl-1H-1,2,4-triazol-1-yl)-5-(ethylsulfonyl)pyridin-3-yl)-2-(trifluoromethyl)pyrazolo[1,5-a]pyrimidine CC1=NN(C(=N1)C)C1=C(C=C(C=N1)C1=NC=2N(C=C1)N=C(C2)C(F)(F)F)S(=O)(=O)CC